(S)-N-(3-Chloro-2,4-difluorophenyl)-N-methyl-3-(6-methyl-4-(trifluoromethyl)pyridin-2-yl)-2-oxo-1-(2-(piperazin-1-yl)ethyl)imidazolidine-4-carboxamide ClC=1C(=C(C=CC1F)N(C(=O)[C@H]1N(C(N(C1)CCN1CCNCC1)=O)C1=NC(=CC(=C1)C(F)(F)F)C)C)F